5-[4-[[1-[2-(aminomethyl)-3,3-difluoro-allyl]-5-oxo-1,2,4-triazol-4-yl]methyl]phenyl]-1-ethyl-pyridin-2-one NCC(CN1N=CN(C1=O)CC1=CC=C(C=C1)C=1C=CC(N(C1)CC)=O)=C(F)F